C(C1=CC=CC=C1)OC(=O)N1CCN(CC1)C([C@H](C1CCCCC1)NC(=O)OC(C)(C)C)=O (S)-4-(2-((tert-Butoxycarbonyl)amino)-2-cyclohexylacetyl)piperazine-1-carboxylic acid benzyl ester